NC1=NNC2=C1C(N(C=C2)CC)=O 3-Amino-5-ethyl-1,5-dihydro-4H-pyrazolo[4,3-c]pyridin-4-one